C(C1=CC=CC=C1)OC1=CC=C(C=C1)C[C@@H]([C@@H](CN(C(OCC1=CC=CC=C1)=O)C[C@H](CC)C)O)NC(=O)O[C@H]1CO[C@H]2OCC[C@H]21 benzyl ((2R,3S)-4-(4-(benzyloxy)phenyl)-3-(((((3R,3aS,6aR)-hexahydrofuro[2,3-b]furan-3-yl)oxy)carbonyl)amino)-2-hydroxybutyl)((S)-2-methylbutyl)carbamate